6-[1-(1-cyano-4-piperidyl)-5-nitro-pyrazol-4-yl]-4-[(1R)-1-(5-fluoro-2-pyridyl)ethoxy]pyrazolo[1,5-a]pyridine-3-carbonitrile C(#N)N1CCC(CC1)N1N=CC(=C1[N+](=O)[O-])C=1C=C(C=2N(C1)N=CC2C#N)O[C@H](C)C2=NC=C(C=C2)F